C1(CCCCC1)C(=O)N1[C@@H](C=2N(CC1)C(=NN2)C2=NC(=NS2)C)C (R)-cyclohexyl-(8-methyl-3-(3-methyl-1,2,4-thiadiazol-5-yl)-5,6-dihydro-[1,2,4]triazolo[4,3-a]pyrazin-7(8H)-yl)methanone